(4-chloro-phenyl)methanol ClC1=CC=C(C=C1)CO